(2S)-Isopropyl 2-((3,4-dichlorophenoxy)((4-formyl-5-hydroxy-6-methylpyridin-3-yl)methoxy)phosphorylamino)propanoate ClC=1C=C(OC(OP(=O)=N[C@H](C(=O)OC(C)C)C)C=2C=NC(=C(C2C=O)O)C)C=CC1Cl